C1(=CC=CC=C1)C1=CC(=CC=C1)C1=CC(=CC=C1)C1=CC=CC=C1 meta-quaterphenyl